tert-butyl 4-(2-((4aS,5aR)-5,5-difluoro-5a-methyl-1-(tetrahydro-2H-pyran-2-yl)-1,4,4a,5,5a,6-hexahydrocyclopropa[f]indazol-3-yl)-5-fluoro-1H-indole-6-carbonyl)piperazine-1-carboxylate FC1([C@H]2CC=3C(=NN(C3C[C@]21C)C2OCCCC2)C=2NC1=CC(=C(C=C1C2)F)C(=O)N2CCN(CC2)C(=O)OC(C)(C)C)F